C(C#CC)N1N=C2C(N(C(C=C2N2[C@H](CN[C@@H](C2)CC)CC)=O)C)=C1 2-(but-2-yn-1-yl)-7-((2S,5R)-2,5-diethylpiperazin-1-yl)-4-methyl-2,4-dihydro-5H-pyrazolo[4,3-b]pyridin-5-one